N-(1''-(3-(cyclobutanecarbonyl)benzoyl)dispiro[cyclopropane-1,1'-cyclohexane-4',3''-indolin]-5''-yl)methanesulfonamide C1(CCC1)C(=O)C=1C=C(C(=O)N2CC3(C4=CC(=CC=C24)NS(=O)(=O)C)CCC2(CC3)CC2)C=CC1